COC(C(C(=O)OC)=CC1=CC(=CC=C1)OCC(C)C)=O 3-isobutoxybenzylidene-malonic acid dimethyl ester